5-ethyl-2-(6-((3-hydroxybenzyl)amino)-4-methylpyridazin-3-yl)phenol C(C)C=1C=CC(=C(C1)O)C=1N=NC(=CC1C)NCC1=CC(=CC=C1)O